ClC=1C=C(C(=C(C1)NC(=O)C=1C=NC(=NC1)C)C)CN1C[C@@H](N(CC1)C(=O)C1CCCC1)C (S)-N-(5-Chloro-3-((4-(cyclopentanecarbonyl)-3-methylpiperazin-1-yl)methyl)-2-methylphenyl)-2-methylpyrimidine-5-carboxamide